N-{2-[(4-methoxyphenyl)methyl]-1-oxo-1,2,3,4-tetrahydroisoquinolin-8-yl}pyridine-3-carboxamide COC1=CC=C(C=C1)CN1C(C2=C(C=CC=C2CC1)NC(=O)C=1C=NC=CC1)=O